(S)-3-(2-Fluoro-phenyl)-N-[1-(3-pyridin-4-yl-phenyl)ethyl]acrylamide FC1=C(C=CC=C1)C=CC(=O)N[C@@H](C)C1=CC(=CC=C1)C1=CC=NC=C1